chloro-N4-cyclopentyl-N2-(1-hydroxy-3,3,7-trimethyl-2,1-benzoxaborole-5-yl)pyrimidine-2,4-diamine ClC=1C(=NC(=NC1)NC=1C=C(C2=C(C(OB2O)(C)C)C1)C)NC1CCCC1